4-((trans-3-cyanocyclobutyl)amino)-2-(methylthio)pyrimidine-5-carboxylic acid C(#N)[C@@H]1C[C@H](C1)NC1=NC(=NC=C1C(=O)O)SC